Cl.O1CC(CC12CCNCC2)=O 1-oxa-8-azaspiro[4.5]decan-3-one hydrochloride